2-(4-bromophenyl)-5-methoxy-1,9-dihydrochromeno[2,3-d]imidazole BrC1=CC=C(C=C1)C=1NC2=C(N1)OC=1C(=CC=CC1C2)OC